[Na+].C(C1=CC=C(C=C1)OC)(=O)[O-] Anisic acid sodium salt